FC1=C(C=C(C(=C1)C(F)(F)F)[N+](=O)[O-])F 1,2-difluoro-4-nitro-5-(trifluoromethyl)benzene